2-bromo-N-(6,6-dimethyl-5-((3S,8aS)-3-methyl-octahydropyrrolo[1,2-a]pyrazine-2-carbonyl)-1,4,5,6-tetrahydropyrrolo[3,4-c]pyrazol-3-yl)thiazole-4-carboxamide BrC=1SC=C(N1)C(=O)NC=1C2=C(NN1)C(N(C2)C(=O)N2C[C@H]1N(C[C@@H]2C)CCC1)(C)C